ClC1=CC=CC(=N1)C=1NC(NN1)=S 5-(6-chloropyridin-2-yl)-2,4-dihydro-3H-1,2,4-triazole-3-thione